COC(CSC1=NC2=CC(=CC=C2C=C1)\C=C\C1=C(C=CC=C1)F)OC (E)-2-((2,2-Dimethoxyethyl)thio)-7-(2-fluorostyryl)quinoline